N2-[(t-butyloxy)carbonyl]-D-arginyl-2,6-dimethyl-L-tyrosyl-N6-[(t-butyloxy)carbonyl]-L-lysyl-L-phenylalaninamide C(C)(C)(C)OC(=O)N[C@H](CCCNC(N)=N)C(=O)N[C@@H](CC1=C(C=C(C=C1C)O)C)C(=O)N[C@@H](CCCCNC(=O)OC(C)(C)C)C(=O)N[C@@H](CC1=CC=CC=C1)C(=O)N